titanium-tungsten-iron [Fe].[W].[Ti]